3-(2-((2-Methoxy-4-(4-methylpiperazin-1-yl)phenyl)amino)pyridin-4-yl)-N,N-dimethylbenzamide COC1=C(C=CC(=C1)N1CCN(CC1)C)NC1=NC=CC(=C1)C=1C=C(C(=O)N(C)C)C=CC1